4-vinylpyrrolidine C(=C)C1CCNC1